1-[(4-fluorophenyl)methylsulfonyl]-3-(trifluoromethyl)piperazine FC1=CC=C(C=C1)CS(=O)(=O)N1CC(NCC1)C(F)(F)F